Cl.NC(C(=O)N1CCN(CC1)C(=O)NC1=NC(N(C=C1)C1=CC=C(C=C1)CN1CCC(CC1)N)=O)(C)C 4-(2-Amino-2-methylpropanoyl)-N-(1-(4-((4-aminopiperidin-1-yl)methyl)phenyl)-2-oxo-1,2-dihydropyrimidin-4-yl)piperazine-1-carboxamide hydrochloride salt